SC=1SC(=NN1)SC 2-mercapto-5-methylthio-1,3,4-thiadiazole